C(N)(OC1=NN(C(=C1)C1=CC(=C(C=C1)N=CN(C)C)C#N)C(C)(C)C)=O tert-butyl-(5-(3-cyano-4-(((dimethylamino) methylene) amino) phenyl)-1H-pyrazol-3-yl) carbamate